S1C(=NC=C1)CC=O 1,3-THIAZOL-2-YLACETALDEHYDE